(3-amino-2-bromo-4-{[dimethyl(2-methylprop-2-yl)silyl]oxy}-6-nitrophenyl)(2-chloro-5-fluorophenyl)methanone NC=1C(=C(C(=CC1O[Si](C(C)(C)C)(C)C)[N+](=O)[O-])C(=O)C1=C(C=CC(=C1)F)Cl)Br